4,7-bis[[2-carboxyethyl-(hydroxy)phosphoryl]methyl]-1,4,7-triazacyclononane C(=O)(O)CCP(=O)(O)CN1CCNCCN(CC1)CP(=O)(CCC(=O)O)O